di-barium silicate [Si]([O-])([O-])([O-])[O-].[Ba+2].[Ba+2]